ClC1=C2[C@@H](N3C(C2=CC=C1)=CN=C3)C3[C@@H](COCC3)O (S)-4-((S)-6-chloro-5H-imidazo[5,1-a]isoindol-5-yl)tetrahydro-2H-pyran-3-ol